COCCOCCOCCOCCOCCOCCOC1=C(C(=O)OCC2=CC=CC=C2)C=CC(=C1)CCCO benzyl 2-(2,5,8,11,14,17-hexaoxanonadecan-19-yl oxy)-4-(3-hydroxypropyl)benzoate